N-(5-((6-methoxy-[1,2,4]triazolo[1,5-a]pyridin-2-yl)ethynyl)-8-(methylamino)-2,7-naphthyridin-3-yl)cyclopropanecarboxamide COC=1C=CC=2N(C1)N=C(N2)C#CC2=C1C=C(N=CC1=C(N=C2)NC)NC(=O)C2CC2